C(C)(C)(C)OC(N[C@H]1CN(CCC1)C(=O)C1=CC=2N(C=C1)C(=C(N2)C=2N(C1=CC(=CC=C1C2)OC)CC2CC2)COC)=O (R)-(1-(2-(1-(cyclopropylmethyl)-6-methoxy-1H-indol-2-yl)-3-(methoxymethyl)imidazo[1,2-a]pyridine-7-carbonyl)piperidin-3-yl)carbamic acid tert-butyl ester